BrC1=C2CCC(C2=CC=C1)=O 4-Bromo-2,3-dihydro-1H-inden-1-one